C(C)(C)OC(=O)C1=NC=C(C=C1C(F)F)N 5-amino-3-(difluoromethyl)pyridinecarboxylic acid isopropyl ester